2,3-dihydro-5H-[1,4]thiazino[2,3,4-ij]quinazoline-5,7(6H)-dione S1CCN2C(NC(C3=CC=CC1=C23)=O)=O